C(C=C)OC1=CC(=C(C=O)C=C1)O 4-(allyloxy)-2-hydroxybenzaldehyde